ClC1=C2C=NNC2=CC=C1C[C@@H](CNC(C[C@@H](C1(CC1)C(F)(F)F)C1=CC=NC=C1)=O)N(C)C (R)-N-((S)-3-(4-chloro-1H-indazol-5-yl)-2-(dimethylamino)propyl)-3-(pyridin-4-yl)-3-(1-(trifluoromethyl)cyclopropyl)propanamide